(S)-1-(5-((2,3-dichlorophenyl)thio)-6-methylpyrazin-2-yl)-4'h,6'h-spiro[piperidine-4,5'-pyrrolo[1,2-b]pyrazol]-4'-amine ClC1=C(C=CC=C1Cl)SC=1N=CC(=NC1C)N1CCC2([C@@H](C=3N(N=CC3)C2)N)CC1